BrC1=C(C=C(C=C1)C(=O)N1CCN(CC1)C)[C@H]1NCCN(C1)C1=NC(=NC(=C1)N)N (R)-(4-bromo-3-(4-(2,6-diaminopyrimidin-4-yl)piperazin-2-yl)phenyl)(4-methylpiperazin-1-yl)methanone